N-(3,5-dimethyl-pyridin-2-yl)-4-(pyridin-2-yl)thiazol-2-amine CC=1C(=NC=C(C1)C)NC=1SC=C(N1)C1=NC=CC=C1